ClC1=C(N(N=C1)C)C=1C=C(C=CC1OCCN(C)C)NC(=O)NC1=CC(=C(C=C1)F)O 1-[3-(4-Chloro-2-methyl-2H-pyrazol-3-yl)-4-(2-dimethylamino-ethoxy)-phenyl]-3-(4-fluoro-3-hydroxy-phenyl)-urea